C(C1=CC=CC=C1)N1C[C@H]2CC([C@@H](C1)N2C(=O)OC(C)(C)C)=CC(=O)OC tert-butyl (1R,5S)-3-benzyl-6-(2-methoxy-2-oxoethylidene)-3,8-diazabicyclo[3.2.1]octane-8-carboxylate